FC1=C(C=CC(=C1)C=1C=NNC1)N1CC(N(C(C1)C)C(=O)N1CCCC1)C (4-(2-fluoro-4-(1H-pyrazol-4-yl)phenyl)-2,6-dimethylpiperazin-1-yl)(pyrrolidin-1-yl)methanone